FC=1C=C(C(=NC1)N)N 5-fluoro-2,3-pyridinediamine